CC=1C=C(OC2CCNCC2)C=CC1 4-(3-methylphenoxy)piperidine